(6-Amino-1,3-benzothiazol-2-yl) disulfide NC1=CC2=C(N=C(S2)SSC=2SC3=C(N2)C=CC(=C3)N)C=C1